NC1=NC=2C=NC(=CC2C2=C1COC2)C(=O)N(CC)[C@H]2COCC1=C2C=CC(=C1)Br 4-amino-N-((4R)-7-bromo-3,4-dihydro-1H-2-benzopyran-4-yl)-N-ethyl-1,3-dihydrofuro[3,4-c][1,7]naphthyridine-8-carboxamide